C(C)C1=C(C(=O)[Ge])C=CC=C1 (2-ethylbenzoyl)-germanium